C(C1=CC=CC=C1)N1C[C@H](OC[C@H](C1)F)COCC1=CC=CC=C1 (2S,6S)-4-benzyl-2-((benzyloxy)methyl)-6-fluoro-1,4-oxazepane